Methyl 3-([1,1'-biphenyl]-4-ylamino)-3-oxopropanoate C1(=CC=C(C=C1)NC(CC(=O)OC)=O)C1=CC=CC=C1